C(#N)C1=CC=C(C=C1)C1C(C1)CC(=O)NN 2-(2-(4-cyanophenyl)cyclopropyl)acetohydrazide